rac-(R)-14-((R)-7,8-difluoro-6,11-dihydrodibenzo[b,e]thiepin-11-yl)-9-hydroxy-5,6,14,14a-tetrahydro-[1,2,3]triazolo[5',1':3,4]pyrazino[2,1-c]pyrido[2,1-f][1,2,4]triazine-8,10-dione FC1=C(C=CC=2[C@H](C3=C(SCC21)C=CC=C3)N3N2C(C(N1[C@H]3C=3N(CC1)N=NC3)=O)=C(C(C=C2)=O)O)F |&1:21|